S1C=C(C=C1)SCCCO 3-(thiophen-3-ylsulfanyl)propan-1-ol